FC1(CC=2N(N=C(C2C2CCC(CC2)(C)COC)CN(CCNC)C)C1)F N1-((5,5-difluoro-3-((1s,4s)-4-(methoxymethyl)-4-methylcyclohexyl)-5,6-dihydro-4H-pyrrolo[1,2-b]pyrazol-2-yl)methyl)-N1,N2-dimethylethane-1,2-diamine